BrCCCC(=O)OCC1=CC=CC=C1 phenylmethyl 4-bromobutanoate